6-fluoro-3,4-dihydroquinazolin FC=1C=C2CNC=NC2=CC1